C1CCCO1 butylene oxide